2-Chloro-7-methyl-9-(1-(2-((7-methyl-6-nitroquinazolin-4-yl)amino)ethyl)piperidin-4-yl)-7,9-dihydro-8H-purin-8-one ClC1=NC=C2N(C(N(C2=N1)C1CCN(CC1)CCNC1=NC=NC2=CC(=C(C=C12)[N+](=O)[O-])C)=O)C